N-(1-(5-(3-cyano-6-((3-methylazetidin-3-yl)methoxy)pyrazolo[1,5-a]pyridin-4-yl)pyridin-2-yl)-4-methylpiperidin-4-yl)-5-fluoro-2-methylbenzamide C(#N)C=1C=NN2C1C(=CC(=C2)OCC2(CNC2)C)C=2C=CC(=NC2)N2CCC(CC2)(C)NC(C2=C(C=CC(=C2)F)C)=O